FC1=C(C=C2C=3N(C4(C(NC13)=O)CC4)N=C2)CO 9'-Fluoro-8'-(hydroxymethyl)spiro[cyclopropane-1,3'-pyrazolo[1,5,4-de]quinoxaline]-2'(1'H)-one